Tert-butyl (6aR)-1,4-dichloro-6a,7,9,10-tetrahydro-12H-pyrazino[2,1-c]pyrido[3,4-f][1,4]oxazepine-8(6H)-carboxylate ClC1=NC=C(C2=C1CN1[C@@H](CO2)CN(CC1)C(=O)OC(C)(C)C)Cl